(S)-2-chloro-4-(3-methoxypyrrolidin-1-yl)-6-(methylsulfonyl)pyridine ClC1=NC(=CC(=C1)N1C[C@H](CC1)OC)S(=O)(=O)C